C(C)C1(C(N[C@@H](C1)CCN1CCN(CC1)C1=CC=C(C=C1)C)=O)CC (S)-3,3-diethyl-5-(2-(4-(p-tolyl)piperazin-1-yl)ethyl)pyrrolidin-2-one